2,2,2-trifluoroethyl 2-oxo-2-[(2R,5S)-2-cyclopropyl-5-methyl-1-piperidyl]acetate O=C(C(=O)OCC(F)(F)F)N1[C@H](CC[C@@H](C1)C)C1CC1